tert-butyl (S)-4-(1-(4-(4-amino-2,6-difluorophenyl)piperazin-1-yl)ethyl)piperidine-1-carboxylate NC1=CC(=C(C(=C1)F)N1CCN(CC1)[C@@H](C)C1CCN(CC1)C(=O)OC(C)(C)C)F